FC[C@]1(CC[C@@H]2[C@H]3CC[C@@]4([C@H](CC[C@H]4[C@@H]3CC[C@@H]2C1)[C@H](C)[C@@H](COC)O)C)O (3R,5R,8R,9R,10S,13S,14S,17R)-3-(fluoromethyl)-17-((2S,3S)-3-hydroxy-4-methoxybutan-2-yl)-13-methylhexadecahydro-1H-cyclopenta[a]phenanthren-3-ol